racemic-trans-(5-ethoxytetrahydro-2H-pyran-2-yl)methanol C(C)O[C@H]1CC[C@@H](OC1)CO |r|